6-[[2-(2,6-dioxo-3-piperidinyl)-1,3-dioxo-isoindolin-4-yl]amino]hexanoic acid O=C1NC(CCC1N1C(C2=CC=CC(=C2C1=O)NCCCCCC(=O)O)=O)=O